COC1=CC=CC2=C1N(C(=N2)C)CC2=CC=C(C=C2)B(O)O 4-((7-methoxy-2-methyl-1,3-benzodiazol-1-yl)methyl)phenylboronic acid